C(=O)(O)C1CC(C2=CC=CC=C2C1C(=O)O)C1CC(=O)OC1=O 3,4-dicarboxy-1,2,3,4-tetrahydro-1-naphthalenesuccinic anhydride